O1CCN(CC1)C(C1=CC=C2C(N=CS2)=C1O)C=1N=COC1 5-(morpholino(oxazol-4-yl)methyl)benzo[d]thiazol-4-ol